4-Nitro-N-(10-((6-oxo-4-phenylpyrimidin-1(6H)-yl)methyl)-7-azaspiro[4.5]decan-10-yl)benzenesulfonamide [N+](=O)([O-])C1=CC=C(C=C1)S(=O)(=O)NC1(CCNCC12CCCC2)CN2C=NC(=CC2=O)C2=CC=CC=C2